3,3'-bis(3,5-di-tert-butyl-4-hydroxyphenyl)-N,N'-hexamethylene-dipropionamide C(C)(C)(C)C=1C=C(C=C(C1O)C(C)(C)C)C(CCNC(CC)=O)CCCNC(CCC1=CC(=C(C(=C1)C(C)(C)C)O)C(C)(C)C)=O